((1s,2s)-2-fluorocyclopropyl)methanol F[C@@H]1[C@@H](C1)CO